N1=C(C=CC=C1)N PYRIDYLAMINE